N1(CCCC1)C=1C=CC(=NC1)N 5-(pyrrolidin-1-yl)pyridin-2-amine